2-(1,5-dimethyl-3-(2-((S)-2-methylazetidine-1-yl)-6-(trifluoromethyl)pyrimidine-4-yl)-3-azabicyclo[3.1.0]hexane-6-yl)acetic acid CC12CN(CC2(C1CC(=O)O)C)C1=NC(=NC(=C1)C(F)(F)F)N1[C@H](CC1)C